(2R,4S)-N-((2S)-1-((2-amino-6,7-dihydro-5H-cyclopenta[b]pyridin-5-yl)amino)-1-oxopropan-2-yl)-4-((2-fluoropyridin-4-yl)methyl)pyrrolidine-2-carboxamide NC1=CC=C2C(=N1)CCC2NC([C@H](C)NC(=O)[C@@H]2NC[C@H](C2)CC2=CC(=NC=C2)F)=O